6-isopropyl-5-(8-methyl-[1,2,4]triazolo[1,5-a]pyridin-6-yl)-2-(1-(2-(methylsulfonyl)ethyl)piperidin-4-yl)-4H-thieno[3,2-b]pyrrole C(C)(C)C=1C2=C(NC1C=1C=C(C=3N(C1)N=CN3)C)C=C(S2)C2CCN(CC2)CCS(=O)(=O)C